2-[(2Z)-2-(aminomethyl)-3-fluoroprop-2-en-1-yl]-4-[3'-(4H-1,2,4-triazol-3-yl)biphenyl-3-yl]-2,4-dihydro-3H-1,2,4-triazol-3-one NC/C(/CN1N=CN(C1=O)C=1C=C(C=CC1)C1=CC(=CC=C1)C1=NN=CN1)=C/F